(2S,3S,4R)-4-fluoro-3,4-dimethyl-5-oxopyrrolidin F[C@@]1([C@H](CNC1=O)C)C